(±)-trans-1,2-cyclohexanedicarboxylic anhydride [C@@H]12[C@H](CCCC1)C(=O)OC2=O |r|